2-(2-furyl)-2-methyl-1,3-butanediol benzoate benzenesulfonate C1(=CC=CC=C1)S(=O)(=O)OC(C(COC(C1=CC=CC=C1)=O)(C)C=1OC=CC1)C